tert-butyl 3-(((4-(5-(4-(2-chloro-6-methylbenzamido)-4-methylpiperidin-1-yl)pyrazin-2-yl)-3-cyanopyrazolo[1,5-a]pyridin-6-yl)oxy)methyl)-3-fluoropyrrolidine-1-carboxylate ClC1=C(C(=O)NC2(CCN(CC2)C=2N=CC(=NC2)C=2C=3N(C=C(C2)OCC2(CN(CC2)C(=O)OC(C)(C)C)F)N=CC3C#N)C)C(=CC=C1)C